C(C=C(C)C)C(=CC(=C)C)OC(=CC(=C)C)CC=C(C)C trans-prenyl-3-methylbutadienyl ether